C(C)OC(=O)C=1C=NC(=NC1)N1CCC(CC1)C=O 2-(4-formylpiperidin-1-yl)pyrimidine-5-carboxylic acid ethyl ester